C(C=1C(C(=O)OC2CCCCC2)=CC=CC1)(=O)OC1CCCCC1 dicyclohexyl phthalate